3,5-bis(3-(4-(4,5-dihydro-1H-imidazol-2-yl)phenyl)ureido)benzoic acid N1C(=NCC1)C1=CC=C(C=C1)NC(NC=1C=C(C(=O)O)C=C(C1)NC(=O)NC1=CC=C(C=C1)C=1NCCN1)=O